Tetrafluorodecanol FC(C(O)(F)F)(CCCCCCCC)F